5-(1,2,4-oxadiazol-3-yl)isoindoline-2-carboxylic acid tert-butyl ester C(C)(C)(C)OC(=O)N1CC2=CC=C(C=C2C1)C1=NOC=N1